isopropyl(4-methoxyphenyl)((4-(5-(trifluoromethyl)-1,2,4-oxadiazol-3-yl)benzyl)imino)-λ6-sulfanone C(C)(C)S(=O)(=NCC1=CC=C(C=C1)C1=NOC(=N1)C(F)(F)F)C1=CC=C(C=C1)OC